methyl-hydrazine trifluoroacetate FC(C(=O)O)(F)F.CNN